C(CCC)OC1=C(C=C(C(=C1)C=O)OCCCC)C=O 2,5-dibutoxybenzene-1,4-dicarboxaldehyde